CN(C)CCCOC([O-])=O (dimethylamino)propylcarbonate